C1(CCCCC1)C=1C(=C(C=C(C1)C(C1=CC(=CC=C1)O)C1=CC(=C(C(=C1)C1CCCCC1)O)C)C)O Bis(5-cyclohexyl-4-hydroxy-3-methylphenyl)-3-hydroxyphenylmethane